(E)-N'-(1-((1R,4S)-4-ethyl-4-hydroxycyclopent-2-en-1-yl)-2-oxo-1,2-dihydropyrimidin-4-yl)-N,N-dimethylformimidamide C(C)[C@]1(C=C[C@@H](C1)N1C(N=C(C=C1)/N=C/N(C)C)=O)O